C(C)(C)(C)[S@@](=O)N=C(C)C=1C=CC(=C(C1)C(C(=O)OC(C)C)(F)F)F isopropyl (R)-2-(5-(1-((tert-butylsulfinyl)imino)ethyl)-2-fluorophenyl)-2,2-difluoroacetate